(3-{[((7S)-3,4-dimethoxybicyclo[4.2.0]oct-1,3,5-trien-7-yl)methyl]methylamino}propyl)-1,3,4,5-tetrahydro-7,8-dimethoxy-2H-3-benzazepin-2-one hydrogensulfate S(=O)(=O)(O)O.COC=1C=C2C[C@@H](C2=CC1OC)CN(CCCC1C(NCCC2=C1C=C(C(=C2)OC)OC)=O)C